BrC1=CC(=C(C=C1F)N1C(NC(CC1)=O)=O)OC 1-(4-bromo-5-fluoro-2-methoxyphenyl)dihydropyrimidine-2,4(1H,3H)-dione